4-chloro-2-phenyldibenzo[B,d]furan ClC1=CC(=CC2=C1OC1=C2C=CC=C1)C1=CC=CC=C1